The molecule is a benzoate ester obtained by the fromal condensation of the carboxy group of onosmin A with methanol. Isolated from Onosma hispida, it exhibits inhibitory activity against lipoxygenase. It has a role as a metabolite and a lipoxygenase inhibitor. It is a secondary amino compound and a benzoate ester. It derives from an onosmin A. CC1=CC=C(C=C1)CNC2=CC=CC=C2C(=O)OC